(S)-3-((3-(ethoxymethyl)-3-(2-(5-methylthiophen-2-yl)ethyl)pyrrolidin-1-yl)methyl)pyridine C(C)OC[C@@]1(CN(CC1)CC=1C=NC=CC1)CCC=1SC(=CC1)C